COC(=O)C1=C[C@@H](C(C1)(F)F)NC(=O)OC(C)(C)C (S)-3-((tert-Butoxycarbonyl)amino)-4,4-difluorocyclopent-1-enecarboxylic acid methyl ester